FC(C(OS(=O)(=O)C)C1=NC=CC=C1CN1CCN(CC1)C(=O)OC(C)(C)C)(F)F Tert-Butyl 4-([2-[2,2,2-trifluoro-1-(methanesulfonyloxy)ethyl]pyridin-3-yl]methyl)piperazine-1-carboxylate